Cl.Cl.C(CC=C)N1N=NC2=C1C=CC(=C2C)C(CC(=O)OC)C2=CC=C1CCNCC1=C2 methyl 3-(1-(but-3-en-1-yl)-4-methyl-1H-benzo[d][1,2,3]triazol-5-yl)-3-(1,2,3,4-tetrahydroisoquinolin-7-yl)propanoate dihydrochloride